C1(=CC=CC=C1)[C@H]1CC[C@H](CC1)OC[C@@H]1N(CC[C@@H]1NS(=O)(=O)C)C=1C=NC(=CC1)C(F)(F)F N-((2R,3S)-2-((((CIS)-4-phenylcyclohexyl)oxy)methyl)-1-(6-(trifluoromethyl)pyridin-3-yl)pyrrolidin-3-yl)methanesulfonamide